1,2,4-oxadiaZol-5(4H)-one O1N=CNC1=O